N-((1-(4-(trifluoromethyl)phenyl)-1,2,3,4-tetrahydro-1,5-naphthyridin-3-yl)methyl)acetamide FC(C1=CC=C(C=C1)N1CC(CC2=NC=CC=C12)CNC(C)=O)(F)F